C(C)(C)(C)OC(=O)N1C[C@@H](CCC1)NC=1N=NC(=C(C1)C)Cl (3R)-3-[(6-chloro-5-methyl-pyridazin-3-yl)amino]piperidine-1-carboxylic acid tert-butyl ester